O[W](=O)(=O)O dihydroxy(dioxo)tungsten